(chloromethyl)nicotinonitrile ClCC1=C(C#N)C=CC=N1